8-ethynyl-6-(2-fluorophenyl)spiro[benzo[f]imidazo[1,5-a][1,4]diazepine-4,1'-cyclopentane]-3-carboxylic acid C(#C)C=1C=CC2=C(C(=NC3(CCCC3)C=3N2C=NC3C(=O)O)C3=C(C=CC=C3)F)C1